[Sc].[Cr].[Cu] Copper-chromium-scandium